CN1C(=NC=C1C(=O)O)C 1,2-DIMETHYL-1H-IMIDAZOLE-5-CARBOXYLIC ACID